tert-butyl-(2,3,5,6-tetrahydrobenzo[1,2-b:5,4-b']difuran-8-yl)phosphine chloride [Cl-].C(C)(C)(C)PC1=C2OCCC2=CC2=C1OCC2